FC1=C(C(=O)N([C@H]2CNCCC2)C2=NC=CC3=CC=CC(=C23)C)C=CC(=C1)NC1=NC=CC(=N1)NCC=1C=NC=CC1 (R)-2-fluoro-N-(8-methylisoquinolin-1-yl)-N-(piperidin-3-yl)-4-((4-((pyridin-3-ylmethyl)amino)pyrimidin-2-yl)amino)benzamide